CC=1C=C2C=NNC2=CC1C(=O)N 5-methyl-1H-indazole-6-carboxamide